OOO Monohydroxy oxide